FC=1C(=C(C=CC1F)[C@H]1[C@@H](O[C@]([C@H]1C)(C(F)(F)F)C)C(=O)NC=1C=C2C(NC=NC2=CC1)=O)OC |o1:8,9,11,12| rel-(2R,3S,4S,5R)-3-(3,4-difluoro-2-methoxyphenyl)-4,5-dimethyl-N-(4-oxo-3H-quinazolin-6-yl)-5-(trifluoromethyl)tetrahydrofuran-2-carboxamide